BrC1=CC=C(C=2CCOC21)CC2=NC1=C(N2C[C@H]2OCC2)C=C(C=C1)C(=O)OC (S)-methyl 2-((7-bromo-2,3-dihydrobenzofuran-4-yl)methyl)-1-(oxetan-2-ylmethyl)-1H-benzo[d]imidazole-6-carboxylate